ClC=1C=C(C=CC1F)CNC(=O)C1=NC2=CC=C(C(=C2C(N1)=O)OCCC1OCC(CC1)NC(CO)=O)F N-[(3-chloro-4-fluorophenyl)methyl]-6-fluoro-3,4-dihydro-4-oxo-5-[2-[tetrahydro-5-[(2-hydroxyacetyl)amino]-2H-pyran-2-yl]ethoxy]-2-quinazolinecarboxamide